1,3-diphenyl-1,3-disilacyclobutane C1(=CC=CC=C1)[SiH]1C[SiH](C1)C1=CC=CC=C1